N-hydroxy-3-nitrobenzamide ONC(C1=CC(=CC=C1)[N+](=O)[O-])=O